FC(C1CC(CCC1)CN)(F)F (3-(trifluoromethyl)cyclohexyl)methanamine